4-[(1S)-1-[[2-[(3R)-3-(3-chlorophenoxy)pyrrolidin-1-yl]-2-methylpropane-carbonyl]amino]ethyl]benzoic acid ClC=1C=C(O[C@H]2CN(CC2)C(CC(=O)N[C@@H](C)C2=CC=C(C(=O)O)C=C2)(C)C)C=CC1